CN(S(=O)(=O)C=1C=C(C=CC1)NC(C1=CC(=CC=C1)C(F)(F)F)=O)C1=CC=CC=C1 N-(3-(N-methyl-N-phenylsulfamoyl)phenyl)-3-(trifluoromethyl)benzamide